4-(1-methyl-piperidin-4-yl)-phenol acetic acid salt C(C)(=O)O.CN1CCC(CC1)C1=CC=C(C=C1)O